1-Cyclobutyl-N-((2-(6-cyclopropyl-4-(4-fluoro-2-(4-methyl-4H-1,2,4-triazol-3-yl)phenyl)pyridin-2-yl)-6,7-difluorobenzo[d]oxazol-5-yl)methyl)methanamine C1(CCC1)CNCC=1C(=C(C2=C(N=C(O2)C2=NC(=CC(=C2)C2=C(C=C(C=C2)F)C2=NN=CN2C)C2CC2)C1)F)F